FC(C(C(C(C(=O)F)(F)F)(F)F)(C)F)F heptafluoroisopentyl-carbonyl fluoride